FC1=CC(=CC=2OC3(CC3)C(NC21)=O)C2NC[C@H](CC2)C 5-Fluoro-7-((5S)-5-methylpiperidin-2-yl)spiro[benzo[b][1,4]oxazine-2,1'-cyclopropane]-3(4H)-one